C(CC)C1(CCCCC1)CCCO propylcyclohexane-1-propanol